BrC1=CC(=C(C(=N1)C)Cl)C 6-bromo-3-chloro-2,4-dimethylpyridine